Cl.N[C@@H]1C2=CC=CC=C2CC12CCN(CC2)C=2C(=NC(=CN2)SC2=C(C=1N(C=C2)C=C(N1)C1=NC(=NC=C1)OC)Cl)CO (S)-(3-(1-amino-1,3-dihydrospiro[indene-2,4'-piperidine]-1'-yl)-6-((8-chloro-2-(2-methoxypyrimidin-4-yl)imidazo[1,2-a]pyridin-7-yl)thio)pyrazin-2-yl)methanol hydrochloride